gamma-linolenylethanolamine C(CCCC\C=C/C\C=C/C\C=C/CCCCC)C(O)CN